ClC1=CC=C(N=N1)N1C[C@H](OCC1)C(=O)O (2S)-4-(6-chloropyridazin-3-yl)morpholine-2-carboxylic acid